dihexyl(L-aspartamide) C(CCCCC)N([C@@H](CC(=O)N)C(=O)N)CCCCCC